1-[(3R)-3-[[[(2s,3R,4R,5R)-2,3,4,5,6-pentahydroxyhexyl]amino]methyl]pyrrolidin-1-yl]ethanone O[C@@H](CNC[C@@H]1CN(CC1)C(C)=O)[C@H]([C@@H]([C@@H](CO)O)O)O